CC1(C2C3C4C=CC(C3(C(C1)C2)CCCC)C4)C(=O)O 8-methyl-8-carboxy-n-butyltetracyclo[4.4.0.12,5.17,10]-3-dodecene